ClC1=C(C2=C(NC(=N2)[C@]2(N(CCC2)C(=O)C2=C(C=CC(=C2)OC)N2N=CC=N2)C)C=C1)C (S)-(2-(5-chloro-4-methyl-1H-benzo[d]imidazol-2-yl)-2-methylpyrrolidine-1-yl)(5-methoxy-2-(2H-1,2,3-triazol-2-yl)phenyl)methanone